butyl-3-methylimidazole C(CCC)C1=NC=CN1C